CC1=NN2C(C(=NC(=C2)C=2C=CC(=C(C2)O)C2=CN=C(N=N2)N2C[C@@H](NCC2)C(C)C)C)=N1 5-(2,8-dimethyl-[1,2,4]triazolo[1,5-a]pyrazin-6-yl)-2-{3-[(3S)-3-(propan-2-yl)piperazin-1-yl]-1,2,4-triazin-6-yl}phenol